ClC=1C=CC2=C(N(C(N=C2N2[C@H](CN(CC2)C(=O)OC(C)(C)C)C)=O)C2=C(C=CC=C2CC)CC)N1 (S)-tert-Butyl 4-(7-chloro-1-(2,6-diethylphenyl)-2-oxo-1,2-dihydropyrido[2,3-d]pyrimidin-4-yl)-3-methylpiperazine-1-carboxylate